(3-(1H-indol-3-yl)propionyl)alanine N1C=C(C2=CC=CC=C12)CCC(=O)N[C@@H](C)C(=O)O